4-(6-methoxy-3-(6-(piperidin-4-yl)pyridin-3-yl)-1H-pyrazolo[4,3-b]pyridin-5-yl)-2,3-dihydro-1H-indene-1-carbonitrile COC=1C=C2C(=NC1C1=C3CCC(C3=CC=C1)C#N)C(=NN2)C=2C=NC(=CC2)C2CCNCC2